4-(4-(1H-indol-4-yl)furan-2-yl)-4-oxobutyric acid methyl ester COC(CCC(=O)C=1OC=C(C1)C1=C2C=CNC2=CC=C1)=O